CC=1C=C(CNC2=CN=C3N(C2=O)[C@@H](CC3)C(=O)NCC3=CC2=C(CN(C2)C(=O)OC(C)(C)C)S3)C=C(C1)C tert-butyl (S)-2-((3-((3,5-dimethylbenzyl)amino)-4-oxo-4,6,7,8-tetrahydropyrrolo[1,2-a]pyrimidine-6-carboxamido)methyl)-4,6-dihydro-5H-thieno[2,3-c]pyrrole-5-carboxylate